Octane-5-carboxylic acid benzyl ester C(C1=CC=CC=C1)OC(=O)C(CCCC)CCC